(R,Z)-N-(1-(2-(4,4-difluoropiperidin-1-yl)-6-fluoro-3-methyl-4-oxo-3,4-dihydroquinazolin-8-yl)ethylidene)-2-methylpropane-2-sulfinamide FC1(CCN(CC1)C1=NC2=C(C=C(C=C2C(N1C)=O)F)\C(\C)=N/[S@](=O)C(C)(C)C)F